BrC1=C(C=C(C=C1)NC(C1=CC(=C(C=C1)F)F)=O)OC N-(4-bromo-3-methoxy-phenyl)-3,4-difluoro-benzamide